C(C1=CC=CC=C1)[C@@](C(=O)NC=1C=NC2=C(C=CC=C2C1)F)(CC(F)(F)F)C (R)-2-benzyl-4,4,4-trifluoro-N-(8-fluoro-3-quinolinyl)-2-methyl-butyramide